2,3-dihydro-1H-isoindol-5-ol C1NCC2=CC(=CC=C12)O